1,3,5-Trimethyloxybenzene COC1=CC(=CC(=C1)OC)OC